S1CCC(CC1)C(=O)O Tetrahydrothiopyran-4-formic Acid